(4-(azetidin-3-ylamino)-2-chlorophenyl)(piperidin-1-yl)methanone hydrochloride Cl.N1CC(C1)NC1=CC(=C(C=C1)C(=O)N1CCCCC1)Cl